C(C)(C)(C)OC(=O)N1CC(C1)N1C([C@H]([C@@H](C1)C1=C(C(=CC=C1OCOCC[Si](C)(C)C)Cl)Cl)C(=O)OC)=O |o1:13,14| methyl (3S,4R)-rel-1-[1-(tert-butoxycarbonyl)azetidin-3-yl]-4-(2,3-dichloro-6-[[2-(trimethylsilyl)ethoxy]methoxy]phenyl)-2-oxopyrrolidine-3-carboxylate